2-((trans-4-((3-(2-Cyclopropylthiazol-5-yl)phenyl)((trans-4-(4-methoxy-3-methylphenyl)cyclohexyl)methyl) carbamoyl)cyclohexyl)amino)-2-oxoethyl methylcarbamate CNC(OCC(=O)N[C@@H]1CC[C@H](CC1)C(N(C[C@@H]1CC[C@H](CC1)C1=CC(=C(C=C1)OC)C)C1=CC(=CC=C1)C1=CN=C(S1)C1CC1)=O)=O